methyl 4-[5-(3,4-difluorophenyl)-1-(2,2-dimethylpropanoyl)-6-isopropyl-pyrrolo[2,3-f]indazol-7-yl]-2,3-dihydrofuran-2-carboxylate FC=1C=C(C=CC1F)N1C(=C(C2=C1C=C1C=NN(C1=C2)C(C(C)(C)C)=O)C=2CC(OC2)C(=O)OC)C(C)C